CC=1CCC(C(C1)C1=C(C(=C(C=C1O)CCCCC)C1=CC=C(C=C1)C=1C=NC=CC1)O)C(=C)C 5''-methyl-6'-pentyl-2''-(prop-1-en-2-yl)-4-(pyridin-3-yl)-1'',2'',3'',4''-tetrahydro-[1,1':3',1''-terphenyl]-2',4'-diol